C(CCCCCCCCCCC)[Si](OC)(OC)OC dodecyl-trimethoxysilane